CN(C)C1C(=C(C(C2(C(=C3C(C4=C(C=CC=C4CC3CC12)O)=O)O)O)=O)C(=O)N)O dimethylamino-1,4,4a,5,5a,6,11,12a-octahydro-3,10,12,12a-tetrahydroxy-1,11-dioxo-2-naphthacenecarboxamide